4-(2-(methylamino)ethyl)piperidin CNCCC1CCNCC1